1-(4-{4-[(1,1-dioxo-1λ6-thian-4-yl)amino]-1-(2,2,2-trifluoroethyl)-1H-indol-2-yl}phenyl)cyclopropane-1-carbonitrile O=S1(CCC(CC1)NC1=C2C=C(N(C2=CC=C1)CC(F)(F)F)C1=CC=C(C=C1)C1(CC1)C#N)=O